FC(OC1=CC=C(C=C1)C1=NN(C(C=C1C)=O)CC(=O)NCC)F 2-(3-(4-(difluoromethoxy)phenyl)-4-methyl-6-oxopyridazin-1(6H)-yl)-N-ethylacetamide